FC(CN1C=CC=2C=NC(=CC21)[C@@H]2[C@H](C2)C=2C=1N(N=C(C2)C=2C(NC(NC2)=O)=O)C=CN1)(F)F 5-(8-((1S,2S)-2-(1-(2,2,2-trifluoroethyl)-1H-pyrrolo[3,2-c]pyridin-6-yl)cyclopropyl)imidazo[1,2-b]pyridazin-6-yl)pyrimidine-2,4(1H,3H)-dione